C(C)(C)(C)OC(=O)N1C[C@H](CC1)CCN(C1CCC(CC1)(F)F)C(=O)OCC1=CC=CC=C1 |r| tert-Butyl-(RS)-3-(2-(((benzyloxy)carbonyl)(4,4-difluorocyclohexyl)amino)ethyl)pyrrolidine-1-carboxylate